4-(4-(4-aminopiperidin-1-yl)-7-(1-methyl-1H-indazol-5-yl)-3-oxo-2,3-dihydro-1H-pyrrolo[3,4-c]pyridin-6-yl)-2-fluorobenzonitrile NC1CCN(CC1)C1=NC(=C(C2=C1C(NC2)=O)C=2C=C1C=NN(C1=CC2)C)C2=CC(=C(C#N)C=C2)F